7'-(2-Methylcyclopentyl)-2'-{[1-(piperazine-1-sulfonyl)piperidin-4-yl]amino}spiro[cyclopropane-1,5'-pyrrolo[2,3-d]pyrimidin]-6'-one CC1C(CCC1)N1C(C2(C3=C1N=C(N=C3)NC3CCN(CC3)S(=O)(=O)N3CCNCC3)CC2)=O